ClC1=C(C=CC=C1F)[C@@H]1N=C(NC(=C1C(=O)OCC)CN1CC2N(CC1)C(N(C2)CCOCC(=O)O)=O)C=2SC=CN2 2-[2-[7-[[(4R)-4-(2-chloro-3-fluoro-phenyl)-5-ethoxycarbonyl-2-thiazol-2-yl-1,4-dihydropyrimidin-6-yl]methyl]-3-oxo-5,6,8,8a-tetrahydro-1H-imidazo[1,5-a]pyrazin-2-yl]ethoxy]acetic acid